butylphenyl-phosphonium C(CCC)[PH2+]C1=CC=CC=C1